OP(O)OP(O)O.C(CCCCCCCCCCCCCCCCC)O.C(CCCCCCCCCCCCCCCCC)O bisoctadecanol diphosphite